FC(C(=O)OCC)(CCCC(=O)OCC)F Diethyl 2,2-difluoroadipate